NC1=C(C(=CC(=C1)Br)C(F)F)NC1CC(C1)(O)C (cis)-3-((2-amino-4-bromo-6-(difluoromethyl)phenyl)amino)-1-methylcyclobutan-1-ol